O1C(C1)CN1C(NC(C1)C(=O)N)=O 1-(oxiran-2-ylmethyl)-2-oxoimidazolidine-4-carboxamide